N-(((3r,5r,7r)-adamantan-1-yl)methyl)-3,5-dichloroaniline C12(CC3CC(CC(C1)C3)C2)CNC2=CC(=CC(=C2)Cl)Cl